6-isobutyl-2-methyl-1-oxo-2,3-dihydro-1H-indene-2-carboxylic acid methyl ester COC(=O)C1(C(C2=CC(=CC=C2C1)CC(C)C)=O)C